FC(CCS(=O)(=O)NC1=C(C=CC2=C(C(=CC=C12)C)OC=1N=NC=CC1C1=NC(=NC=C1)N[C@@H]1CNC[C@H](C1)F)F)(C)F 3,3-difluoro-N-[2-fluoro-6-methyl-5-[4-[2-[[(3S,5S)-5-fluoro-3-piperidyl]amino]pyrimidin-4-yl]pyridazin-3-yl]oxy-1-naphthyl]butane-1-sulfonamide